1-(4-fluorophenyl)-6-methyl-5-(2-(methylsulfonyl)-5-phenyl-2,3,4,6a-tetrahydrocyclopenta[c]pyrrol-3a(1H)-yl)-1H-indazole FC1=CC=C(C=C1)N1N=CC2=CC(=C(C=C12)C)C12C(CN(C1)S(=O)(=O)C)C=C(C2)C2=CC=CC=C2